FC=1C(=C2C(=NC1NC1=NC(=CC(=C1)NC)C)CCO2)C=2CCCN(CC2)C(=O)OC(C)(C)C tert-butyl 5-[6-fluoro-5-[[6-methyl-4-(methylamino)-2-pyridyl]amino]-2,3-dihydrofuro[3,2-b]pyridin-7-yl]-2,3,4,7-tetrahydroazepine-1-carboxylate